2-benzyl-2-(((2R,3S,4R,5R)-5-(2-chloro-6-((2-methoxyethyl)amino)-9H-purin-9-yl)-3-ethynyl-3,4-dihydroxytetrahydrofuran-2-yl)methoxy)malonic acid C(C1=CC=CC=C1)C(C(=O)O)(C(=O)O)OC[C@H]1O[C@H]([C@@H]([C@@]1(O)C#C)O)N1C2=NC(=NC(=C2N=C1)NCCOC)Cl